4-Phenyl-2-(3-thienyl)imidazole C1(=CC=CC=C1)C=1N=C(NC1)C1=CSC=C1